N-(4-((2-((5-(tert-butyl)isoxazol-3-yl)amino)-1,7-dimethyl-1H-benzo[d]imidazol-6-yl)oxy)pyridin-2-yl)acetamide C(C)(C)(C)C1=CC(=NO1)NC1=NC2=C(N1C)C(=C(C=C2)OC2=CC(=NC=C2)NC(C)=O)C